5-[2-(1,5-Dimethyl-1H-pyrazol-3-ylamino)-pyrimidin-4-yl]-2-methyl-2H-pyrazole-3-carboxylic acid CN1N=C(C=C1C)NC1=NC=CC(=N1)C=1C=C(N(N1)C)C(=O)O